(1R,4R)-N1-(9-isopropylisoxazolo[5,4-h]quinazolin-2-yl)-N4-(tetrahydro-2H-pyran-4-yl)cyclohexane-1,4-diamine C(C)(C)C1=NOC2=CC=C3C=NC(=NC3=C21)NC2CCC(CC2)NC2CCOCC2